(1S,4S)-4-(2-(tert-pentylamino)-8-((4-(trifluoromethyl)phenyl)amino)-9H-purin-9-yl)cyclohexane-1-carbonitrile C(C)(C)(CC)NC1=NC=C2N=C(N(C2=N1)C1CCC(CC1)C#N)NC1=CC=C(C=C1)C(F)(F)F